FC1=CC=C(C=C1)C(C1C(O1)C1=CC=CC=C1)=O 1-(4-fluorophenyl)-3-phenyl-2,3-epoxy-1-propanone